COC1=CC2=C(C=C(O2)C(/C=C/C2=CC(=C(OC(C(=O)O)(C)C)C(=C2)C)C)=O)C=C1 (E)-2-(4-(3-(6-methoxybenzofuran-2-yl)-3-oxoprop-1-en-1-yl)-2,6-dimethyl-phenoxy)-2-methylpropanoic acid